N1NCCCC=CC2=C1C=CC=C2 tetrahydro-benzodiazonine